7-chloro-2-(2-cyclopropyl-4,5-difluorophenyl)-8-hydroxy-3-((3-methylisoxazol-5-yl)methyl)benzo[4,5]thieno[2,3-d]pyrimidin-4(3H)-one ClC1=C(C2=C(C3=C(N=C(N(C3=O)CC3=CC(=NO3)C)C3=C(C=C(C(=C3)F)F)C3CC3)S2)C=C1)O